C1(=CC(=CC=C1)CN1CCCNCCCNCCC1)CN1CCCNCCCNCCC1 1'-[1,3-phenylenebis-(methylene)]bis-1,5,9-triazacyclododecane